N1C(NCCC1)=NC#N N-(tetrahydropyrimidine-2(1H)-ylidene)cyanamide